BrC=1C=C(CN2N=C3N(CCCC3)C2=O)C=CC1 (5S)-2-(3-Bromobenzyl)-3-oxo-2,3,5,6,7,8-hexahydro[1,2,4]triazolo[4,3-a]pyridin